C(C)C1(NC(N(C(C1)=O)CC1C(C1C)C(=O)N[C@H]1[C@@](CC2=CC=CC=C12)(C)O)=N)CC 2-[(4,4-diethyl-2-imino-6-oxo-hexahydropyrimidin-1-yl)methyl]-N-[(1R,2S)-2-hydroxy-2-methyl-indan-1-yl]-3-methyl-cyclopropanecarboxamide